azepin-2-imine N=1C(C=CC=CC1)=N